CCCCCCCCCCCCC/C=C/C(=O)N[C@@H]1[C@H]([C@H]([C@H](O[C@H]1O[C@@H]2[C@@H]([C@H]([C@@H]([C@H](O2)CO)O)O)NC(=O)C)C[C@H]([C@@H]3[C@H]([C@H]([C@@H](O3)N4C=CC(=O)NC4=O)O)O)O)O)O The molecule is a nucleoside that is one of the homologues in the mixture that is tunicamycin, characterised by a hexadec-2-enoyl fatty acyl substituent on the amino group of the tunicamine moiety. It has a role as an antimicrobial agent.